CC1=C(C2=C(C=CC=C2C=C1)C)O 2,8-dimethylnaphthalene-1-ol